tert-Butyl 4-(1H-pyrrolo[2,3-c]pyridine-3-carbonyl)piperidine-1-carboxylate N1C=C(C=2C1=CN=CC2)C(=O)C2CCN(CC2)C(=O)OC(C)(C)C